Pyrimidinamine C1=CN=C(N=C1)N